C(C)(=O)N[C@@H](C(=O)N[C@H](C(=O)N[C@H](C(=O)C=1SC2=C(N1)C=CC(=C2)C(=O)O)CCCNC(=N)N)CC(C)C)CC2=CNC1=CC=CC=C21 2-[(S)-2-[(S)-2-[(R)-2-acetylamino-3-(3-indolyl)propionylamino]-4-methylvalerylamino]-5-guanidinovaleryl]-1,3-benzothiazole-6-carboxylic acid